4'-butyl-acetophenone C(CCC)C1=CC=C(C=C1)C(C)=O